tert-butyl N-[(3S)-1-[2-chloro-5-[1-(oxetan-3-yl)pyrazol-4-yl]-4-pyridyl]-3-piperidyl]carbamate ClC1=NC=C(C(=C1)N1C[C@H](CCC1)NC(OC(C)(C)C)=O)C=1C=NN(C1)C1COC1